[(2S)-1-[2-(2-chlorophenyl)-3-(4-chlorophenyl)-7-[4-(trifluoromethylsulfonyl)piperazin-1-yl]pyrazolo[1,5-a]pyrimidin-5-yl]pyrrolidin-2-yl]methanol ClC1=C(C=CC=C1)C1=NN2C(N=C(C=C2N2CCN(CC2)S(=O)(=O)C(F)(F)F)N2[C@@H](CCC2)CO)=C1C1=CC=C(C=C1)Cl